COC(C1=CC(=CC(=C1)C(F)(F)F)OC1=C(C=C(C=C1)C1C=2C(NC(C1)=O)=NNC2)OC)=O.C(C)(=O)OC=2C(=C(C=CC2)I)OC(C)=O diacetoxyiodobenzene methyl-3-(2-methoxy-4-{6-oxo-2H,4H,5H,6H,7H-pyrazolo[3,4-b]pyridin-4-yl}phenoxy)-5-(trifluoromethyl)benzoate